5-bromo-6-cyclopentyl-2-(1,3-dimethyl-1H-pyrazol-4-yl)-4(3H)-pyrimidinone BrC=1C(NC(=NC1C1CCCC1)C=1C(=NN(C1)C)C)=O